N-(2,5-difluoro-3-(7-fluoro-3-(1H-imidazol-2-yl)-1H-indazol-6-yl)phenyl)-2-methylthiazole-5-sulfonamide FC1=C(C=C(C=C1C1=CC=C2C(=NNC2=C1F)C=1NC=CN1)F)NS(=O)(=O)C1=CN=C(S1)C